4-(2,4-Dimethylthiazol-5-yl)-2-((5-(piperazin-1-yl)pyridin-2-yl)amino)pyrimidine-5-carbonitrile CC=1SC(=C(N1)C)C1=NC(=NC=C1C#N)NC1=NC=C(C=C1)N1CCNCC1